C(CCC)(=O)O.C(C)(C)(C)C1=C(C=CC=C1)O.C(C)(C)(C)C1=C(C=CC=C1)O bis(3,3'-tert-butylphenol) butyrate